Piperidinylpropylamine N1(CCCCC1)CCCN